N-((3aR,5r,6aS)-2-(5-chloropyrazin-2-yl)octahydrocyclopenta[c]pyrrol-5-yl)-6-methoxynicotinamide ClC=1N=CC(=NC1)N1C[C@@H]2[C@H](C1)CC(C2)NC(C2=CN=C(C=C2)OC)=O